C(C)N(CC)CC.CSCC1=CC=C2C=CC3=C(NC(CC(N3C3=CC(=CC=C3)C3=NOC(N3)=S)=O)=O)C2=C1 10-((Methylthio)methyl)-5-(3-(5-thioxo-4,5-dihydro-1,2,4-oxadiazol-3-yl)phenyl)-1,5-dihydro-2H-naphtho[1,2-b][1,4]diazepine-2,4(3H)-dione triethylamine salt